(3R,6S,9aS)-8-(1-(4-hydroxybutyl)piperidin-4-yl)-1-((E)-3-(5-(3-hydroxyphenyl)pyridin-2-yl)acryloyl)-3-isobutyl-6-neopentyltetrahydropyrazino[2,1-c][1,2,4]oxadiazine-4,7(3H,6H)-dione OCCCCN1CCC(CC1)N1C[C@@H]2N(O[C@@H](C(N2[C@H](C1=O)CC(C)(C)C)=O)CC(C)C)C(\C=C\C1=NC=C(C=C1)C1=CC(=CC=C1)O)=O